3-(4-(4-amino-3-(4-phenoxyphenyl)-1H-pyrazolo[3,4-d]pyrimidin-1-yl)-3-fluoropiperidin-1-yl)-[1,3'-biazetidin]-1'-carboxylate NC1=C2C(=NC=N1)N(N=C2C2=CC=C(C=C2)OC2=CC=CC=C2)C2C(CN(CC2)C2CN(C2)C2CN(C2)C(=O)[O-])F